O.O.O.O.[Cu](Cl)Cl copper (II) chloride tetrahydrate